(4S,6S)-2,6-DIMETHYLOCT-7-ENE-4-SULFONAMIDE CC(C)C[C@@H](C[C@@H](C=C)C)S(=O)(=O)N